C1(CCC1)CNCC=1C=CC=2N(C1)C=C(N2)CN2N=NC(=C2)C=2C=C(C=NC2)N(C)CC 5-(1-((6-(((cyclobutylmethyl)amino)methyl)imidazo[1,2-a]pyridin-2-yl)methyl)-1H-1,2,3-triazol-4-yl)-N-ethyl-N-methylpyridin-3-amine